3-(N-(3-chloro-1H-indol-7-yl)sulfamoyl)-N-(2-(2-(2-(3-(N-(3-chloro-1H-indol-7-yl)sulfamoyl)benzamido)ethoxy)ethoxy)ethyl)benzamide ClC1=CNC2=C(C=CC=C12)NS(=O)(=O)C=1C=C(C(=O)NCCOCCOCCNC(C2=CC(=CC=C2)S(NC=2C=CC=C3C(=CNC23)Cl)(=O)=O)=O)C=CC1